tert-butyl methyl(2-(methyl(7-(1-methyl-1H-pyrazol-4-yl)imidazo[1,2-c]pyrimidin-3-yl)amino)ethyl)carbamate CN(C(OC(C)(C)C)=O)CCN(C1=CN=C2N1C=NC(=C2)C=2C=NN(C2)C)C